ClC1=C(C=CC=C1Cl)NC(=O)N1[C@@H]2CC[C@H]1CC=1C(=NC=CC12)F (5R,8S)-N-(2,3-dichlorophenyl)-1-fluoro-6,7,8,9-tetrahydro-5H-5,8-epiminocyclohepta[c]-pyridine-10-carboxamide